Cl.NCCC[C@H](C(C)C)N1CC2(C1)CN(CC2)C=2N=C(N=NC2OC2=C(C(=O)N(C(C)C)CC)C=C(C=C2)F)NC (R)-2-((5-(2-(6-amino-2-methylhexan-3-yl)-2,6-diazaspiro[3.4]octan-6-yl)-3-(methylamino)-1,2,4-triazin-6-yl)oxy)-N-ethyl-5-fluoro-N-isopropylbenzamide hydrochloride